N[C@H]1[C@@H]2N(C[C@H]1CC2)C(=O)C2=CC1=C(N(C(=N1)C=1N(C3=CC(=CC=C3C1)C=1C=C3C(=CC(NC3=CC1)=O)C)CC1CC1)C)C(=C2)OC 6-(2-{5-[(1R,4R,7R)-7-amino-2-azabicyclo[2.2.1]heptane-2-carbonyl]-7-methoxy-1-methyl-1H-1,3-benzodiazol-2-yl}-1-(cyclopropylmethyl)-1H-indol-6-yl)-4-methyl-1,2-dihydroquinolin-2-one